COC(C1CCN(CC1)C1=CC=C(C=C1)C1C=2C=CC(=CC2CCC1C(C)(C)O)O)OC 5-(4-(4-(dimethoxymethyl)piperidin-1-yl)phenyl)-6-(2-hydroxypropan-2-yl)-5,6,7,8-tetrahydronaphthalen-2-ol